5-[(3-fluorophenyl)sulfanyl]-2-isopropylpyrimidine-4-carboxylic acid FC=1C=C(C=CC1)SC=1C(=NC(=NC1)C(C)C)C(=O)O